ClC=1C=C(C=CC1)/C=C(\C(=O)O)/C=1SC=CN1 (E)-R-(3-chlorophenyl)thiazolyl-acrylic acid